CC1=C(C=C2CCN(CC2=C1)C(=O)OC(C)(C)C)C(=O)OC 2-(tert-butyl) 6-methyl 7-methyl-3,4-dihydroisoquinoline-2,6(1H)-dicarboxylate